(R)-2-amino-3-(7-(trifluoromethyl)thieno[3,2-b]pyridine-2-carboxamido)propionic acid N[C@@H](C(=O)O)CNC(=O)C1=CC2=NC=CC(=C2S1)C(F)(F)F